C1(CCCC1)N1N=C(C=C1C1=C(C=CC=C1)C(F)(F)F)C(=O)N[C@H](CC(=O)O)CCN1CC(C(C1)(F)F)(F)F (3S)-3-({1-cyclopentyl-5-[2-(trifluoromethyl)phenyl]-1H-pyrazol-3-yl}formamido)-5-(3,3,4,4-tetrafluoropyrrolidin-1-yl)pentanoic acid